C(C)(=O)N1CC2NC(C(CC2C1)C(=O)NC1=CC(=C(C=C1)C)C(F)(F)F)C1=CC=C(C=C1)NC1CCCC1 6-acetyl-2-[4-(cyclopentylamino)phenyl]-N-[4-methyl-3-(trifluoromethyl)phenyl]-1,2,3,4,4a,5,7,7a-octahydropyrrolo[3,4-b]pyridine-3-carboxamide